(E)-crotylborate C(\C=C\C)OB([O-])[O-]